C(CCC)C1(CS(C2=C(N(C1)C1=CC=CC=C1)C=C(C(=C2)CO)SC)(=O)=O)C 3-Butyl-8-(hydroxymethyl)-3-methyl-7-(methylthio)-5-phenyl-2,3,4,5-tetrahydro-1,5-benzothiazepine 1,1-dioxide